2-methoxy-4-((4-(quinolin-3-ylamino)pyrimidin-2-yl)amino)phenol COC1=C(C=CC(=C1)NC1=NC=CC(=N1)NC=1C=NC2=CC=CC=C2C1)O